C(#N)C=1C=CC(=C(C1)NS(=O)(=O)C=1C=C(C(=O)OC)C=CC1C1CC1)C=1SC(=CC1)C#N Methyl 3-(N-(5-cyano-2-(5-cyanothiophen-2-yl)phenyl)sulfamoyl)-4-cyclopropylbenzoate